FC=1C=C(C=NC1)C=1C=C(N)C=CC1C 3-(5-fluoropyridin-3-yl)-4-methylaniline